1,1-bis[4-(2,3-epoxypropoxy)phenyl]indane C(C1CO1)OC1=CC=C(C=C1)C1(CCC2=CC=CC=C12)C1=CC=C(C=C1)OCC1CO1